[Cl-].[O+]1=C(C(O)=CC=2C(O)=CC(O)=CC12)C1=CC(O)=C(O)C=C1 Cyanidin chloride